tritylchloromethane C(C1=CC=CC=C1)(C1=CC=CC=C1)(C1=CC=CC=C1)CCl